CC=1N=C2N(N=C(C=C2C)C=2N=C3N(C(C2)=O)C=C(C=C3C)N3CCNC2(CC2)C3)C1 2-(2,8-dimethylimidazo[1,2-b]pyridazin-6-yl)-9-methyl-7-(4,7-diazaspiro[2.5]octan-7-yl)-4H-pyrido[1,2-a]pyrimidin-4-one